FC1=C(C=C(C=C1)OC=1C(=C2C=CNC2=CC1F)S(=O)(=O)C)C=1NC(=CN1)[C@]1(COC2=C1C=CC=C2CCC(=O)OC)C methyl (S)-3-(3-(2-(2-fluoro-5-((6-fluoro-4-(methylsulfonyl)-1H-indol-5-yl)oxy)phenyl)-1H-imidazol-5-yl)-3-methyl-2,3-dihydrobenzofuran-7-yl)propanoate